C(C)(=O)OC(CC)[C@@H]1C[C@@H]2[C@@H](OC(O2)(C)C)O1 1-((3aR,5S,6aR)-2,2-Dimethyltetrahydrofuro[2,3-d][1,3]dioxol-5-yl)propyl acetate